BrN1C(C2=CC=CC=C2C1)=O e-bromo-isoindolin-1-one